BrC=1SC(=C(N1)C1=CC=CC=C1)OC1=CC(=NC=C1)NC=1C=C(C(=O)OC)C=CC1 Methyl 3-(4-(2-bromo-4-phenylthiazol-5-yloxy)pyridin-2-ylamino)benzoate